C1(=CC=CC=C1)C12CNCC(CC1)N2C(=O)N phenyl-3,8-diazabicyclo[3.2.1]octane-8-carboxamide